tert-butyl 6-(5-(hydroxymethyl)-4-iodo-3-(pyridin-3-yl)-1H-pyrazol-1-yl)-2-azaspiro[3.3]heptane-2-carboxylate OCC1=C(C(=NN1C1CC2(CN(C2)C(=O)OC(C)(C)C)C1)C=1C=NC=CC1)I